8-((3-chlorophenyl)thio)-6-ethyl-2,4-dimethylpyrimido[4,5-c]Isochinolin-1,3,7,10(2H,4H)-Tetraon ClC=1C=C(C=CC1)SC1=CC(C=2C3=C(N=C(C2C1=O)CC)N(C(N(C3=O)C)=O)C)=O